(S,E)-N-(1-cyclopropyl-3-(methylsulfonyl)allyl)-4-phenoxy-2-(1-(trifluoromethyl)cyclopropyl)pyrimidine-5-carboxamide C1(CC1)[C@@H](\C=C\S(=O)(=O)C)NC(=O)C=1C(=NC(=NC1)C1(CC1)C(F)(F)F)OC1=CC=CC=C1